OC1=C(OC2=C(C1=O)C(=CC(=C2)O)O)C2=C(C=C(C=C2)OC)NCCCN2C=NC=C2C 3,5,7-trihydroxy-2-(4-methoxy-2-((3-(5-methyl-1H-imidazol-1-yl)propyl)amino)phenyl)-4H-benzopyran-4-one